ClC1=NC=C(C(=C1)NCC1=CC=C(C=C1)C=1N(C=C(N1)C(F)(F)F)C)[N+](=O)[O-] 2-chloro-N-({4-[1-methyl-4-(trifluoromethyl)imidazol-2-yl]phenyl}methyl)-5-nitropyridin-4-amine